ClC=1C(=NC=CC1C1=NC(=C(C=C1)CNC[C@H]1NC(CC1)=O)OC)C=1C(=C(C=CC1)NC(C1=NC=C(C=C1)CNC[C@H](C)O)=O)C N-(3-(3'-chloro-6-methoxy-5-(((((S)-5-oxopyrrolidin-2-yl)methyl)amino)methyl)-[2,4'-bipyridin]-2'-yl)-2-methylphenyl)-5-((((S)-2-hydroxypropyl)amino)methyl)picolinamide